N'-cyclopentyl-N-{5-[1-(4-ethylphenyl)-1H-pyrazol-4-yl]-1H-indol-3-yl}ethanediamide C1(CCCC1)NC(C(=O)NC1=CNC2=CC=C(C=C12)C=1C=NN(C1)C1=CC=C(C=C1)CC)=O